[I-].C[N+]=1C=C2C(=CC1)C=CN2S(=O)(=O)C2=CC=C(C)C=C2 6-methyl-1-tosyl-1H-pyrrolo[2,3-c]pyridin-6-ium iodide